CC1(CC=C(CC1)C=1C=C(C=C2C=C(C=NC12)C(=O)NC(CO)COC)OC)C 8-(4,4-dimethylcyclohex-1-en-1-yl)-N-(1-hydroxy-3-methoxypropan-2-yl)-6-methoxyquinoline-3-carboxamide